C(CCCCCCC)[Sn]OCC octyl-ethoxytin